FC=1C=C(C=CC1)[C@H]([C@H]1N([C@@H](CC1)CCC)C(=O)OCC1=CC=CC=C1)O Benzyl (2S,5R)-2-((R)-(3-fluorophenyl)(hydroxy)methyl)-5-propylpyrrolidine-1-carboxylate